C12C(CC(CC1)C2)C(C(C(=O)[O-])(F)F)(F)F.C2(=CC=CC=C2)[I+]C2=CC=CC=C2 diphenyliodonium 2-bicyclo[2.2.1]hept-2-yl-1,1,2,2-tetrafluoroethanecarboxylate